Cl.N=1N2C(=CC1C=1C=C(C(=NC1)N)O[C@H](C)C=1C=NC=CC1)C1(CC2)CNCC1 5-[5',6'-dihydrospiro[pyrrolidine-3,4'-pyrrolo[1,2-b]pyrazol]-2'-yl]-3-[(1R)-1-(pyridin-3-yl)ethoxy]pyridin-2-amine-hydrochloride salt